N-methyl-3-[2-(2-oxo-4-prop-2-enoyl-piperazin-1-yl)oxazol-4-yl]propanamide CNC(CCC=1N=C(OC1)N1C(CN(CC1)C(C=C)=O)=O)=O